2-(3-chloroimidazo[1,5-b]pyridazin-5-yl)acetic acid ClC1=CC=2N(N=C1)C=NC2CC(=O)O